tert-butyl (S)-3-(((6-methoxy-4-(4-(2-(4-(trifluoromethyl)phenyl)acetamido)phenyl)quinazolin-7-yl)oxy)methyl)pyrrolidin-1-carboxylate COC=1C=C2C(=NC=NC2=CC1OC[C@@H]1CN(CC1)C(=O)OC(C)(C)C)C1=CC=C(C=C1)NC(CC1=CC=C(C=C1)C(F)(F)F)=O